COC1=CC=C(C=C1)C1=NOC(=N1)N1CCN(CC1)C(=O)C1=CC(=CC=C1)CN1CCCCC1 (4-(3-(4-Methoxyphenyl)-1,2,4-oxadiazol-5-yl)piperazin-1-yl)(3-(piperidin-1-ylmethyl)phenyl)methanone